COC=1N=CC(=C2C1N(C(=C2)CN2C[C@H](CCC2)C)S(=O)(=O)C2=CC=C(C=C2)C)C(F)(F)F 7-Methoxy-2-[[(3S)-3-methyl-1-piperidinyl]methyl]-1-(p-tolylsulfonyl)-4-(trifluoromethyl)pyrrolo[2,3-c]pyridine